C1(CC1)C1=CC=C(C(=N1)C(CCOC)O)F 1-(6-cyclopropyl-3-fluoropyridin-2-yl)-3-methoxypropan-1-ol